C(C=O)P(=O)(O)[O-] The molecule is an organophosphonate oxoanion that is the conjugate base of phosphonoacetaldehyde, arising from deprotonation of one of the two phosphonate OH groups; major species at pH 7.3. It is a conjugate base of a phosphonoacetaldehyde.